2,2-dimethyl-N-(5-(3-methylcinnolin-6-yl)thiazol-2-yl)tetrahydro-2H-pyran-4-carboxamide CC1(OCCC(C1)C(=O)NC=1SC(=CN1)C=1C=C2C=C(N=NC2=CC1)C)C